isoxazolo[4,5-b]pyridin-6-one O1NC=C2N=CC(C=C21)=O